N-(7-(hydroxyamino)-7-oxoheptyl)-4-(3-phenylureido)benzamide ONC(CCCCCCNC(C1=CC=C(C=C1)NC(=O)NC1=CC=CC=C1)=O)=O